C(C(C)C)NC1=C(C=NC2=CC=CC=C12)N N4-Isobutylquinoline-3,4-diamine